FC=1C(=C(C=CC1F)[C@H]1[C@H](O[C@@]([C@@H]1C)(C(F)(F)F)C)C(=O)NC1=CC(=NC=C1)C(=O)N)C (2S,3S,4R,5S)-4-[[3-(3,4-difluoro-2-methyl-phenyl)-4,5-dimethyl-5-(trifluoromethyl)tetrahydrofuran-2-carbonyl]amino]pyridine-2-carboxamide